C(C)(C)(C)N1CCN(CC1)CC1OC2=CC(=NC(NS(C=3C=CC=C(C(N(C1)C)=O)C3)(=O)=O)=N2)C2=C(C=CC=C2C)C 10-[(4-tert-Butylpiperazin-1-yl)methyl]-6-(2,6-dimethylphenyl)-12-methyl-2,2-dioxo-9-oxa-2λ6-thia-3,5,12,19-tetrazatricyclo[12.3.1.14,8]nonadeca-1(18),4(19),5,7,14,16-hexaen-13-one